N1(C=NC=C1)C=1C=C(C=C(C1)OC)NC1=CC=NC2=CC=C(C=C12)Br N-(3-(1H-Imidazol-1-yl)-5-Methoxyphenyl)-6-bromoquinolin-4-amine